4-(2,6-diphenylpyridin-4-yl)-2,6-bis(9H-pyrido[3,4-b]indol-9-yl)benzonitrile C1(=CC=CC=C1)C1=NC(=CC(=C1)C1=CC(=C(C#N)C(=C1)N1C2=C(C3=CC=CC=C13)C=CN=C2)N2C1=C(C3=CC=CC=C23)C=CN=C1)C1=CC=CC=C1